2-(6-{5-chloro-2-[(oxacyclohex-4-yl)amino]pyrimidin-4-yl}-1-oxo-2,3-dihydro-1H-isoindol-2-yl)-N-[2,2,2-trifluoro-1-(3-methoxyphenyl)ethyl]acetamide ClC=1C(=NC(=NC1)NC1CCOCC1)C1=CC=C2CN(C(C2=C1)=O)CC(=O)NC(C(F)(F)F)C1=CC(=CC=C1)OC